OC(C1=CC2=C(C(NC=C2)=O)N1COCC[Si](C)(C)C)C=1C=NC=CC1 2-[hydroxy(pyridin-3-yl)methyl]-1-(2-trimethylsilylethoxymethyl)-6H-pyrrolo[2,3-c]pyridin-7-one